(7S)-7-amino-7-[5-(2,5-difluorophenyl)-1H-imidazol-2-yl]-1-(1,3-oxazol-2-yl)heptan-1-one N[C@@H](CCCCCC(=O)C=1OC=CN1)C=1NC(=CN1)C1=C(C=CC(=C1)F)F